FC=1C(=NC2=CC=CC=C2C1)C1=CC=C(C=C1)C 3-Fluoro-2-(p-tolyl)quinoline